2,3,4,7-tetrahydro-[1H]oxazepin O1NCCC=CC1